C1=NC(=C2C(=N1)N(C=N2)[C@H]3[C@@H]([C@@H]([C@H](O3)COP(=O)([O-])O[C@@H]4[C@@H]([C@H](O[C@H]4N5C=NC6=C(N=CN=C65)N)COP(=O)([O-])OP(=O)([O-])OP(=O)([O-])[O-])O)O)O)N The molecule is an organophosphate oxoanion obtained by deprotonation of the phosphate and triphosphate OH groups of 5'-triphosphoadenylyl-(2'->5')-adenosine. Major microspecies at pH 7.3. It is a conjugate base of a 5'-triphosphoadenylyl-(2'->5')-adenosine.